C(C)(=O)C1=NN(C2=CC=C(C=C12)C=1C=NC=2N(C1)N=C(C2)C)CC(=O)N2[C@@H](C[C@H](C2)F)C(=O)NC2=CC=CC(=N2)CC(=O)OC methyl 2-(6-((2S,4R)-1-(2-(3-acetyl-5-(2-methylpyrazolo[1,5-a]pyrimidin-6-yl)-1H-indazol-1-yl)acetyl)-4-fluoropyrrolidine-2-carboxamido) pyridin-2-yl)acetate